O[C@@H]1[C@H](CC[C@](C1)(C(F)(F)F)O)NC(=O)C1CCN(C2(CC2)C1)C(=O)C1=NNC(=C1)C1=CC(=NC=C1F)OC N-((1s,2S,4S)-2,4-dihydroxy-4-(trifluoromethyl)cyclohexyl)-4-(5-(5-fluoro-2-methoxypyridin-4-yl)-1H-pyrazole-3-carbonyl)-4-azaspiro[2.5]octane-7-carboxamide